S1C(=NC2=C1C=CC=C2)NC2=C(C(=C(N=N2)NC=2SC(=C(N2)C(=O)OCC)CCCOC2=C(C=C(C=C2)CCCN(C)C)F)C)C ethyl 2-({6-[(1,3-benzothiazol-2-yl)amino]-4,5-dimethylpyridazin-3-yl}amino)-5-(3-{4-[3-(dimethylamino)propyl]-2-fluorophenoxy}propyl)-1,3-thiazole-4-carboxylate